IC1=C(C=C(C=C1)Br)I 1,2-diiodo-4-bromobenzene